C(CNC(OC(C)(C)C)=O)NC(OCC1=CC=C(C=C1)NC([C@H](CCCNC(=O)N)NC([C@H](C(C)C)NC(=O)OCC1C2=CC=CC=C2C=2C=CC=CC12)=O)=O)=O 4-((S)-2-((S)-2-((((9H-fluoren-9-yl)methoxy)carbonyl)amino)-3-methylbutanamido)-5-ureidopentanamido)benzyl tert-butyl ethane-1,2-diyldicarbamate